O=C1NC(CCC1N1C(C2=CC=CC=C2C(C1=O)N1CCC2(CN(C2)C(=O)Cl)CC1)=O)=O 7-(2-(2,6-dioxopiperidin-3-yl)-1,3-dioxoisoquinolin-4-yl)-2,7-diazaspiro[3.5]Nonane-2-carbonyl chloride